ClC1=C(C=CC(=C1)C(F)(F)F)NC(=O)C1(CCC1)N1N=CC(=C1)C#CC1CN(C1)C1=C(C=C(C=C1)NC1C(NC(CC1)=O)=O)F N-(2-chloro-4-(trifluoromethyl)phenyl)-1-(4-((1-(4-((2,6-dioxopiperidin-3-yl)amino)-2-fluorophenyl)azetidin-3-yl)ethynyl)-1H-pyrazol-1-yl)cyclobutane-1-carboxamide